6-{6-[2-(tert-butyldimethylsilyl)ethynyl]-2,4-dimethylpyridin-3-yl}-7-methyl-7H-pyrrolo[2,3-d]pyrimidin-4-amine [Si](C)(C)(C(C)(C)C)C#CC1=CC(=C(C(=N1)C)C1=CC2=C(N=CN=C2N)N1C)C